N=1N2C(C=CC1NC(=O)C1NCCC1)=CC=C2 N-(pyrrolo[1,2-b]pyridazin-2-yl)pyrrolidine-2-carboxamide